t-butyl trifluoroacetate FC(C(=O)OC(C)(C)C)(F)F